tert-butyl 3-(4-(1-aminocyclopropyl)butyl)piperidine-1-carboxylate NC1(CC1)CCCCC1CN(CCC1)C(=O)OC(C)(C)C